(1S,2S,4R)-2-(hydroxymethyl)-2-(methoxymethyl)-1-azabicyclo[2.2.1]heptane-3-one OC[C@]1(N2CC[C@@H](C1=O)C2)COC